C(N)(OCCCCCCCCCCCC)=O.C(N)(OCCCC(C)C)=O lauryl isohexyl dicarbamate